copper-silver-tungsten [W].[Ag].[Cu]